8-(4-(piperidin-1-yl)phenyl)-2-(trifluoromethyl)chromeno[7,8-d]imidazol-6(1H)-one N1(CCCCC1)C1=CC=C(C=C1)C=1OC2=C(C(C1)=O)C=CC=1N=C(NC12)C(F)(F)F